CC(C(C(=O)[O-])=O)CC L-3-methyl-2-oxopentanoate